C(CCCCCC=CCCC=CCC=CCCCCC)(=O)O 7,11,14-eicosatrienoic acid